isobutyl 1,2-dihydro-2-isobutoxy-1-quinolinecarboxylate C(C(C)C)OC1N(C2=CC=CC=C2C=C1)C(=O)OCC(C)C